C(C)(C)(C)NC1=NC(=CC=C1C(=O)OC)C methyl 2-(tert-butylamino)-6-methylpyridine-3-carboxylate